C1(CCCCC1)NC[C@H](C(C)(C)C)N (S)-N1-cyclohexyl-3,3-dimethyl-1,2-butanediamine